1-(2-methoxyethyl)-4-nitropyrazole COCCN1N=CC(=C1)[N+](=O)[O-]